C(C)(C)(C)OC(=O)N1CC(C(CC1)C1=NC=C(C=C1C)Cl)C 4-(5-chloro-3-methyl-2-pyridinyl)-3-methyl-piperidine-1-carboxylic acid tert-butyl ester